N1=CC(=CC=C1)C=1C=C2C(=NNC2=CC1)N 5-pyridin-3-yl-1H-indazol-3-amine